3-[2-chloro-3-[4-[1-(2-oxo-1-piperidyl)cyclopropyl]phenyl]phenyl]piperidine-2,6-dione ClC1=C(C=CC=C1C1=CC=C(C=C1)C1(CC1)N1C(CCCC1)=O)C1C(NC(CC1)=O)=O